2-(4-chloro-2,5-dimethoxyphenyl)-N-[(3-methoxyphenyl)methyl]ethanamine ClC1=CC(=C(C=C1OC)CCNCC1=CC(=CC=C1)OC)OC